ClC=1C=C2C(=NC=NC2=C(C1)C(F)(F)F)N([C@@H](C)C1=NC=NN1C1=CC=C(C=N1)C#N)CC1CC1 6-[5-[(1S)-1-[[6-chloro-8-(trifluoromethyl)quinazolin-4-yl]-(cyclopropylmethyl)amino]ethyl]-1,2,4-triazol-1-yl]pyridine-3-carbonitrile